3-Bromo-2-(3-chloropyridin-4-yl)-6,6-dimethyl-6,7-dihydro-4H-pyrazolo[5,1-c][1,4]oxazine BrC=1C(=NN2C1COC(C2)(C)C)C2=C(C=NC=C2)Cl